CN(S(=O)(=O)C)C1=NC=CC=C1CNC1=NC(=NC=C1C(F)(F)F)NC1=CC=C(C=C1)C(=O)N1CCC(CC1)C N-methyl-N-[3-({[2-({4-[(4-methylpiperidin-1-yl)carbonyl]phenyl}amino)-5-(trifluoromethyl)pyrimidin-4-yl]amino}methyl)pyridin-2-yl]methanesulfonamide